tert-Butyl 2-chloro-5-(5-((2,2,2-trifluoroethyl)carbamoyl)thiophen-3-yl)-1H-pyrrolo-[2,3-b]pyridin-1-carboxylate ClC1=CC=2C(=NC=C(C2)C2=CSC(=C2)C(NCC(F)(F)F)=O)N1C(=O)OC(C)(C)C